N-(5-(3,5-difluorobenzyl)-1H-indazol-3-yl)-4-(4-(6-((2-(2,6-dioxopiperidin-3-yl)-1,3-dioxoisoindolin-4-yl)amino)hexanoyl)-piperazin-1-yl)-2-((tetra-hydro-2H-pyran-4-yl)-amino)benzamide FC=1C=C(CC=2C=C3C(=NNC3=CC2)NC(C2=C(C=C(C=C2)N2CCN(CC2)C(CCCCCNC2=C3C(N(C(C3=CC=C2)=O)C2C(NC(CC2)=O)=O)=O)=O)NC2CCOCC2)=O)C=C(C1)F